C(C)OC([C@H]([C@H](O)C1=C(N=CS1)C)O)=O (2S,3S)-ethyl-3-(4-methylthiazol-5-yl)-2,3-dihydroxypropanoate